BrC=1C=C2C(=NC(=NN2C1)Cl)N(C(OC(C)(C)C)=O)C([2H])([2H])C=1SC=CC1 tert-butyl (6-bromo-2-chloropyrrolo[2,1-f][1,2,4]triazin-4-yl)(thiophen-2-ylmethyl-d2)carbamate